O1CCN(CC1)C=1C2=C(N=C(N1)N/N=C/C=1C=C(C=CC1)C)N=C(O2)C(=O)NC2CCOCC2 7-morpholino-5-[(2E)-2-(m-tolylmethylene)hydrazino]-N-tetrahydropyran-4-yl-oxazolo[4,5-d]pyrimidine-2-carboxamide